1,4-dihydroxy-2,5-diiodobenzene OC1=C(C=C(C(=C1)I)O)I